Octadecanoic acid (S)-1-carboxy-ethyl ester C(=O)(O)[C@H](C)OC(CCCCCCCCCCCCCCCCC)=O